4-(4'-Hydroxyphenyl)(2-hydroxyethylidene)cyclohexane OC1=CC=C(C=C1)C1CCC(CC1)=CCO